((6aS,8S)-4-iodo-6a,7,8,9-tetrahydro-6H-pyrido[3,2-b]pyrrolo[1,2-d][1,4]oxazin-8-yl)methanol IC1=CC=NC2=C1OC[C@H]1N2C[C@H](C1)CO